5,10-methenyl-tetrahydrofolate C(CC[C@@H](C(=O)O)NC(=O)C1=CC=C(N2C=[N+]3C=4C(NC(=NC4NCC3C2)N)=O)C=C1)(=O)[O-]